[Sn](Cl)(Cl)(Cl)Cl tin (IV) tetrachloride